N2-(2,6-Dimethoxyphenyl)-N6-(8-(pyrimidin-5-yl)-1,2,3,4-tetrahydronaphthalen-2-yl)pyridine-2,6-dicarboxamide COC1=C(C(=CC=C1)OC)NC(=O)C1=NC(=CC=C1)C(=O)NC1CC2=C(C=CC=C2CC1)C=1C=NC=NC1